2,7-dibromo-9,9-dioctyl-9H-9-silafluorene BrC1=CC=2[Si](C3=CC(=CC=C3C2C=C1)Br)(CCCCCCCC)CCCCCCCC